1-(1,2-oxazol-3-yl)ethan-1-amine-hydrochloride salt Cl.O1N=C(C=C1)C(C)N